1-[6,7-dimethyl-4-(methylamino)-1,3-dihydro-2H-pyrrolo[3,4-c]pyridin-2-yl]-2-[trans-2-(pyrimidin-5-yl)cyclopropyl]ethanone CC1=C(C2=C(C(=N1)NC)CN(C2)C(C[C@H]2[C@@H](C2)C=2C=NC=NC2)=O)C